C(C)C(C(=O)O)CCCCCCC1C(CCCCCCCC)O1 ethyl-9,10-epoxyoctadecanoic acid